OC(C=C1C(OC(OC1=O)(C)C)=O)=CC=C 2-hydroxypentane-2,4-dien-ylidene-2,2-dimethyl-1,3-dioxane-4,6-dione